C12CNCC(CC1)N2C=2SC=1CN(CCC1N2)C(CC2=NC=CN=C2)=O 1-(2-(3,8-diazabicyclo[3.2.1]octan-8-yl)-6,7-dihydrothiazolo[5,4-c]pyridin-5(4H)-yl)-2-(pyrazin-2-yl)ethan-1-one